(2-(((tert-butoxycarbonyl)amino)methyl)-6-methylpyridin-3-yl)boronic acid C(C)(C)(C)OC(=O)NCC1=NC(=CC=C1B(O)O)C